FC(C1=CC=CC=2N1C(=NN2)CCN2CC(CC2)C2=CNC1=CC=CC=C21)(F)F 3-(1-(2-(5-(trifluoromethyl)-(1,2,4)triazolo(4,3-a)pyridin-3-yl)ethyl)pyrrolidin-3-yl)-1H-indole